N-{3-[2-(Hydroxyethoxy)-6-(morpholin-4-yl)pyridin-4-yl]-4-methylphenyl}-2-(trifluoromethyl)pyridine-4-carboxamide OCCOC1=NC(=CC(=C1)C=1C=C(C=CC1C)NC(=O)C1=CC(=NC=C1)C(F)(F)F)N1CCOCC1